ClC1=NC(=CC(=C1C#N)Cl)C 2,4-dichloro-6-methyl-pyridine-3-carbonitrile